Benzyl 3-oxo-9-azaspiro[5.5]undec-4-ene-9-carboxylate O=C1CCC2(C=C1)CCN(CC2)C(=O)OCC2=CC=CC=C2